1-(1-Methylpiperidin-4-yl)-4-((4-((3-(5-oxo-1,4-oxazepan-4-yl)propyl)amino)-5-(trifluoromethyl)pyridin-2-yl)amino)-1H-pyrazol-3-carbonitril CN1CCC(CC1)N1N=C(C(=C1)NC1=NC=C(C(=C1)NCCCN1CCOCCC1=O)C(F)(F)F)C#N